C(C)(C)(C)OC(=O)N1[C@@H](C[C@@H](C1)C=1C=C(C=CC1)C)CO (2S,4R)-2-(hydroxymethyl)-4-(m-tolyl)pyrrolidine-1-carboxylic acid tert-butyl ester